(1-(3-bromo-2-chloropyridin-4-yl)-3-methyl-1H-pyrazol-5-yl)-N-methyl-methane-d2-amine BrC=1C(=NC=CC1N1N=C(C=C1C(NC)([2H])[2H])C)Cl